C(C)(C)(C)C1=CC=C(C=C1)[I+]C1=CC=C(C=C1)C(C)(C)C bis[4-tert-butylphenyl]iodonium